N-(6-amino-5-cyclopropylpyridin-3-yl)-2-((2S,5R)-2-(4-fluorophenyl)-5-methyl-4-(1-methylcyclopropanecarbonyl)piperazin-1-yl)-2-oxoacetamide NC1=C(C=C(C=N1)NC(C(=O)N1[C@H](CN([C@@H](C1)C)C(=O)C1(CC1)C)C1=CC=C(C=C1)F)=O)C1CC1